ClC=1C=CC(=C(C1)N1CC(N(CC1=O)C(C(=O)NC1=CC=C(C(=O)N)C=C1)CC1=CC=CC=C1)=O)N1N=NN=C1 4-(2-(4-(5-chloro-2-(1H-tetrazol-1-yl)phenyl)-2,5-dioxopiperazin-1-yl)-3-phenylpropanamido)benzamide